ClC=1C(=NC(=NC1)NC1CCN(CC1)S(=O)(=O)C)C=1C=C2C(=CC(=NC2=C(C1)F)C)[C@@H](C)O |r| (±)-1-(6-(5-Chloro-2-((1-(methylsulfonyl)piperidin-4-yl)amino)pyrimidin-4-yl)-8-fluoro-2-methylquinolin-4-yl)ethan-1-ol